N[C@H](C=1N=C2N(N=CC(=C2)[C@H](NC(CCC(F)(F)F)=O)C2CCC2)C1)C1CCC(CC1)(F)F |o1:10| N-((R*)-(2-((S)-Amino(4,4-difluorocyclohexyl)methyl)imidazo[1,2-b]pyridazin-7-yl)(cyclobutyl)methyl)-4,4,4-trifluorobutanamide